4-Fluoro-N,3-dimethyl-N-(tetrahydro-2H-pyran-4-yl)-1H-pyrazolo[3,4-c]pyridin-5-amine FC1=C2C(=CN=C1N(C1CCOCC1)C)NN=C2C